(4R,7R)-1-oxaspiro[3.5]nonane-7-amine O1CCC12CCC(CC2)N